C1(CC1)C(=O)N1[C@H]2CN(C[C@@H]([C@@H]1C(=O)OC)C2)C(=O)OCC[Si](C)(C)C 7-methyl 3-(2-(trimethylsilyl)ethyl) (1S,5R,7R)-6-(cyclopropanecarbonyl)-3,6-diazabicyclo[3.2.1]octane-3,7-dicarboxylate